Benzyl (2R,3R)-3-(tert-butoxycarbonylamino)-2-(3-methoxy-2-methyl-phenyl)pyrrolidine-1-carboxylate C(C)(C)(C)OC(=O)N[C@H]1[C@H](N(CC1)C(=O)OCC1=CC=CC=C1)C1=C(C(=CC=C1)OC)C